FC(C=1C=C(C=C(C1)C(F)(F)F)C1=NN(C=C1)CCC(=O)O)(F)F 3-(3-(3,5-bis(Trifluoromethyl)phenyl)-1H-pyrazol-1-yl)propanoic acid